C(#N)C1=CC(=C(C=C1)C1C(=C(NC2=C(C=NC(=C12)OCC1CCC1)C)C)C(=O)N)OC 4-(4-cyano-2-methoxyphenyl)-5-(cyclobutylmethoxy)-2,8-dimethyl-1,4-dihydro-1,6-naphthyridine-3-carboxamide